CN1CC=2C=C3C(=CC2CC1)OCO3 6-methyl-7,8-dihydro-5H-[1,3]dioxolo[4,5-g]isoquinoline